2',4'-dichloro-2,5'-bipyrimidine ClC1=NC=C(C(=N1)Cl)C1=NC=CC=N1